COCC(CC(C#C)(O)COC)(O)C methoxy-4-(methoxymethyl)-2-methylhexan-5-yne-2,4-diol